ethyl (R)-1-((1-(tert-butoxycarbonyl)-4-hydroxy-3,3-dimethylpiperidin-4-yl)methyl)-4-chloro-6-oxo-1,6-dihydropyridine-3-carboxylate C(C)(C)(C)OC(=O)N1CC([C@@](CC1)(O)CN1C=C(C(=CC1=O)Cl)C(=O)OCC)(C)C